((1H-Tetrazol-5-yl)imino)(3-bromophenyl)(methyl)-λ6-sulfanone N1N=NN=C1N=S(=O)(C)C1=CC(=CC=C1)Br